2-butylethyl-1,3-propanediol C(CCC)CCC(CCO)O